C(CN1C(CC1)(CC1=NC2=C(C=CC=C2C=C1)O)CC(=O)O)N1C(CC1)(CC1=NC2=C(C=CC=C2C=C1)O)CC(=O)O 2'-(ethane-1,2-diylbis(((8-hydroxyquinolin-2-yl)methyl)azetidinediyl))diacetic acid